(S)-4-(((6-(2,2'-dichloro-3'-(pyrido[3,4-b]pyrazin-5-ylamino)-[1,1'-biphenyl]-3-yl)-2-methoxypyridin-3-yl)methyl)amino)pyrrolidin-2-one ClC1=C(C=CC=C1C1=CC=C(C(=N1)OC)CN[C@H]1CC(NC1)=O)C1=C(C(=CC=C1)NC1=NC=CC=2C1=NC=CN2)Cl